1-bromo-3,5-bis(propan-2-yl)benzene BrC1=CC(=CC(=C1)C(C)C)C(C)C